2-amino-6-hydroxy-benzoic acid NC1=C(C(=O)O)C(=CC=C1)O